Benzyl (S)-(2-((5-(4-(5,5-difluoro-2-oxotetrahydropyrimidin-1(2H)-yl)tetrahydro-2H-pyran-4-yl)-2-hydroxyphenyl)amino)-1-(4,4-difluorocyclohexyl)-2-oxoethyl)carbamate FC1(CNC(N(C1)C1(CCOCC1)C=1C=CC(=C(C1)NC([C@H](C1CCC(CC1)(F)F)NC(OCC1=CC=CC=C1)=O)=O)O)=O)F